BrC1=C(C=C2C(=NC(=NC2=C1F)F)N1CC(N(CC1)C(=O)OC(C)(C)C)CC#N)Cl tert-butyl 4-(7-bromo-6-chloro-2,8-difluoro-quinazolin-4-yl)-2-(cyanomethyl)piperazine-1-carboxylate